3-(1,1-Difluoropentyl)-6,6,9-trimethyl-6a,7,10,10a-tetrahydrobenzo[c]chromen-1-ol FC(CCCC)(F)C=1C=C(C=2C3C(C(OC2C1)(C)C)CC=C(C3)C)O